Ethyl-5-(3-chlorobenzyl)-3-((5-isopropylisoxazole-3-carboxamido)methyl)-4,5-dihydroisoxazole C(C)C1C(=NOC1CC1=CC(=CC=C1)Cl)CNC(=O)C1=NOC(=C1)C(C)C